(E)-1-(2-bromo-4-chlorophenyl)-3-(dimethylamino)prop-2-en-1-one BrC1=C(C=CC(=C1)Cl)C(\C=C\N(C)C)=O